2-[2-[(7,8-difluoro-2-methyl-3-quinolinyl)oxy]-6-fluoro-phenyl]propan-2-ol FC1=CC=C2C=C(C(=NC2=C1F)C)OC1=C(C(=CC=C1)F)C(C)(C)O